C(CCC)[NH3+] Butanaminium